ClC1=CC=C(C/N=C/C(C)(C)C)C=C1 (E)-N-(4-chlorobenzyl)-2,2-dimethylpropane-1-imine